N-[(2-chloro-5-methoxyphenyl)sulfonyl]-1-(3,5-dichlorophenyl)-5-fluoro-2-methyl-1H-imidazole-4-carboxamide ClC1=C(C=C(C=C1)OC)S(=O)(=O)NC(=O)C=1N=C(N(C1F)C1=CC(=CC(=C1)Cl)Cl)C